O[C@H](C=O)[C@H]([C@H](CO)O)O (2s,3s,4s)-2,3,4,5-tetrahydroxyvaleraldehyde